C(C=C)\C(=C(/C(=O)O)\CC=C)\C(=O)O.C(\C=C\C(=O)OCC=C)(=O)OCC=C diallyl fumarate (diallyl fumarate)